COC1=CC(=CC=C1)S(=O)C1=CC=C(C=C1)C 1-methoxy-3-(p-tolylsulfinyl)benzene